2-[3-(5-chloro-2,4-dinitrophenylamino)pyrazolo[1,5-a]pyridin-2-yloxy]ethanol ClC=1C(=CC(=C(C1)NC=1C(=NN2C1C=CC=C2)OCCO)[N+](=O)[O-])[N+](=O)[O-]